Isopropyl (S)-1-((4-(3-chloro-4-(2-chloro-3-(6-methoxy-5-((((5-oxopyrrolidin-2-yl)methyl)amino)methyl)pyridin-2-yl)phenyl)pyridin-2-yl)-2-methoxybenzyl)amino)cyclopropane-1-carboxylate ClC=1C(=NC=CC1C1=C(C(=CC=C1)C1=NC(=C(C=C1)CNC[C@H]1NC(CC1)=O)OC)Cl)C1=CC(=C(CNC2(CC2)C(=O)OC(C)C)C=C1)OC